(3aS,10aS)-ethyl 8-((3-cyano-4-fluorophenyl)carbamoyl)-7-methyl-3a,4,10,10a-tetrahydro-1H,7H-dipyrrolo[3,4-b:3',4'-f][1,4,5]oxathiazocine-2(3H)-carboxylate 5,5-dioxide C(#N)C=1C=C(C=CC1F)NC(=O)C=1N(C=C2C1OC[C@@H]1[C@H](NS2(=O)=O)CN(C1)C(=O)OCC)C